NC1=NN(C2=CC(=CC=C12)N)C([C@H](COC1=CC=CC=C1)C)=O (S)-1-(3,6-Diamino-1H-indazol-1-yl)-2-methyl-3-phenoxypropan-1-one